C1(=C(C(=CC=C1)C)C)NC=1C(C(=O)O)=CC=CC1 N-(2,3-xylyl)anthranilic acid